4-aminomethyl-hept-1,6-diene-4-ol NCC(CC=C)(CC=C)O